7-methoxyflavone COC1=CC=C2C(C=C(OC2=C1)C1=CC=CC=C1)=O